CN1N=C2C(CN(C=3C(=CC=CC23)NC=2N=CN=NC2C(=O)NC([2H])([2H])[2H])C)=C1 5-((2,5-dimethyl-4,5-dihydro-2H-pyrazolo[4,3-c]quinolin-6-yl)amino)-N-(methyl-d3)-1,2,4-triazine-6-carboxamide